6-(difluoromethoxy)quinazolin-4-amine FC(OC=1C=C2C(=NC=NC2=CC1)N)F